4'-bromo-1'-methyl-spiro[cyclopropane-1,3'-indoline] BrC1=C2C3(CN(C2=CC=C1)C)CC3